Naphthalen-1-ylmethyl (1s,4s)-4-(5-((4,5-dimethyl-2-(((1-methylcyclobutyl)methyl)carbamoyl)phenyl)carbamoyl)-2-fluoro-4-methoxyphenoxy)-1-methylcyclohexane-1-carboxylate CC1=CC(=C(C=C1C)NC(=O)C=1C(=CC(=C(OC2CCC(CC2)(C(=O)OCC2=CC=CC3=CC=CC=C23)C)C1)F)OC)C(NCC1(CCC1)C)=O